(2-((2,2-difluoro-1-(pyridin-3-yl)ethyl)amino)pyridin-3-yl)boronic acid FC(C(C=1C=NC=CC1)NC1=NC=CC=C1B(O)O)F